undecylenoxybenzoic acid C(CCCCCCCCC=C)OC1=C(C(=O)O)C=CC=C1